N-(5-chloro-6-(2H-1,2,3-triazol-2-yl)pyridin-3-yl)-1-(8-fluoro-1-hydroxyisoquinolin-4-yl)-5-(trifluoromethyl)-1H-pyrazole-4-carboxamide ClC=1C=C(C=NC1N1N=CC=N1)NC(=O)C=1C=NN(C1C(F)(F)F)C1=CN=C(C2=C(C=CC=C12)F)O